N-[(6-Amino-2-pyridyl)sulfonyl]-6-tert-butyl-2-[(3R)-3-phenyl-1-piperidyl]pyridin-3-carboxamid NC1=CC=CC(=N1)S(=O)(=O)NC(=O)C=1C(=NC(=CC1)C(C)(C)C)N1C[C@H](CCC1)C1=CC=CC=C1